CC1=C([N+](=C(N1)C)C)CC methyl-ethyl-2,3-dimethylimidazolium